2-((4-(6-((1-(cyanomethyl)-1H-indazol-6-yl)methoxy)pyridin-2-yl)piperidin-1-yl)Methyl)-1-(oxetan-2-ylmethyl)-1H-benzo[d]imidazole-6-carboxylic acid C(#N)CN1N=CC2=CC=C(C=C12)COC1=CC=CC(=N1)C1CCN(CC1)CC1=NC2=C(N1CC1OCC1)C=C(C=C2)C(=O)O